4-vinyl-dimethylaminotritanol C(=C)C1=CC(=C(C(C2=CC=CC=C2)(C2=CC=CC=C2)O)C=C1)N(C)C